methyl (2R,3R)-3-(tert-butoxycarbonylamino)-2-[(3-nitro-2-pyridyl)amino]-3-phenyl-propanoate C(C)(C)(C)OC(=O)N[C@@H]([C@H](C(=O)OC)NC1=NC=CC=C1[N+](=O)[O-])C1=CC=CC=C1